(S)-2-amino-4-((1-hydroxyhexan-3-yl)amino)-6-(4-(piperazin-1-ylmethyl)benzyl)pyridine NC1=NC(=CC(=C1)N[C@H](CCO)CCC)CC1=CC=C(C=C1)CN1CCNCC1